O1CCN(CC1)CC1=NC=CC(=C1)N1N=CC2=CC=C(C=C12)OC1CCCC=2C=C(C=NC12)C#N 8-((1-(2-(Morpholinomethyl)pyridin-4-yl)-1H-indazol-6-yl)oxy)-5,6,7,8-tetrahydroquinoline-3-carbonitrile